5-((1R,2R)-2-Aminocyclohexyl)-N-(2,6-dichloro-3,5-dimethoxybenzyl)-1H-pyrazole-3-amine N[C@H]1[C@@H](CCCC1)C1=CC(=NN1)NCC1=C(C(=CC(=C1Cl)OC)OC)Cl